6-[4-(3-fluoro-5-formylpyridin-2-yl)-2,3-dihydroindol-1-yl]-N-[(1R,2R)-2-methoxycyclobutyl]-8-(methylamino)imidazo[1,2-b]pyridazine-3-carboxamide trifluoroacetate FC(C(=O)O)(F)F.FC=1C(=NC=C(C1)C=O)C1=C2CCN(C2=CC=C1)C=1C=C(C=2N(N1)C(=CN2)C(=O)N[C@H]2[C@@H](CC2)OC)NC